(1R,2R)-N-[3-(6-butanoyl-4-methylpyridin-3-yl)-2-methyl-1,6-naphthyridin-7-yl]-2-fluorocyclopropane-1-carboxamide C(CCC)(=O)C1=CC(=C(C=N1)C=1C(=NC2=CC(=NC=C2C1)NC(=O)[C@@H]1[C@@H](C1)F)C)C